3-(((2R,5S)-5-(4-Chlorobenzyl)-4-(4-(1,5-dimethyl-1H-pyrazol-3-yl)cyclohexyl)morpholin-2-yl)methyl)imidazolidine-2,4-dion ClC1=CC=C(C[C@H]2CO[C@H](CN2C2CCC(CC2)C2=NN(C(=C2)C)C)CN2C(NCC2=O)=O)C=C1